C(C1=CC=CC=C1)OCC1=NN=C2N1CCCCC2 3-[(benzyloxy)methyl]-5H,6H,7H,8H,9H-[1,2,4]triazolo[4,3-a]azepine